2-(2,6-difluorophenyl)thiazole-4-carboxylic acid FC1=C(C(=CC=C1)F)C=1SC=C(N1)C(=O)O